FC(CNC(N)=O)F 3-(2,2-difluoroethyl)urea